ClC1=CC=C(C=C1)NC(N)=O N'-(4-Chlorophenyl)Urea